2-(4'-chloro-[1,1'-biphenyl]-4-yl)-1,4-diphenyl-1H-benzo[2,3]benzofuro[4,5-d]imidazole ClC1=CC=C(C=C1)C1=CC=C(C=C1)C1=NC2=C(N1C1=CC=CC=C1)C=1C3=C(OC1C=C2C2=CC=CC=C2)C=CC=C3